decyl 7-((2-hydroxyethyl)amino)heptanoate OCCNCCCCCCC(=O)OCCCCCCCCCC